C(#N)C(C(=O)OCC)C\C=C\CC(C(=O)OCC)C#N diethyl (E)-2,7-dicyanooct-4-enedioate